3-(2-amino-[1,2,4]triazolo[1,5-a]pyridin-7-yl)-6-(1-(4-fluorobenzyl)-1H-pyrazol-4-yl)-7,8-dihydro-1,6-naphthyridin-5(6H)-one NC1=NN2C(C=C(C=C2)C=2C=NC=3CCN(C(C3C2)=O)C=2C=NN(C2)CC2=CC=C(C=C2)F)=N1